2-[2-(Diphenylphosphino)ethyl]pyridine C1(=CC=CC=C1)P(CCC1=NC=CC=C1)C1=CC=CC=C1